N-(4-chloro-3-cyano-1H-indol-7-yl)-1-[1-(hydroxymethyl)cyclopropyl]pyrazole-4-sulfonamide ClC1=C2C(=CNC2=C(C=C1)NS(=O)(=O)C=1C=NN(C1)C1(CC1)CO)C#N